O=C1NC(CCC1N1C(C2=CC=CC(=C2C1=O)N[C@H](CO)C)=O)=O 2-(2,6-dioxopiperidin-3-yl)-4-(((S)-1-hydroxypropan-2-yl)amino)isoindoline-1,3-dione